thulium dioxide [O-2].[O-2].[Tm+3]